(3-((5-((tert-Butoxycarbonyl)amino)-3,3-dimethylpentyl)oxy)phenyl)acetic acid ethyl ester C(C)OC(CC1=CC(=CC=C1)OCCC(CCNC(=O)OC(C)(C)C)(C)C)=O